1H-indol-6-yl-[5-methyl-2-(2-pyridyl)-7,8-dihydro-5H-pyrido[4,3-d]pyrimidin-6-yl]methanone N1C=CC2=CC=C(C=C12)C(=O)N1C(C2=C(N=C(N=C2)C2=NC=CC=C2)CC1)C